tert-Butyl 4-(2-(2,6-dioxopiperidin-3-yl)-6-fluoro-1,3-dioxoisoindolin-5-yl)piperazine-1-carboxylate O=C1NC(CCC1N1C(C2=CC(=C(C=C2C1=O)N1CCN(CC1)C(=O)OC(C)(C)C)F)=O)=O